(R)-5-methylpiperazin-2-one hydrochloride Cl.C[C@H]1NCC(NC1)=O